2-(4-(5-Amino-4-cyano-1-(1-methylcyclopropyl)-1H-pyrazol-3-yl)phenyl)-N-(3-neopentylisoxazol-5-yl)acetamide NC1=C(C(=NN1C1(CC1)C)C1=CC=C(C=C1)CC(=O)NC1=CC(=NO1)CC(C)(C)C)C#N